1-(2-ethyl-4-(1-(((3-methylbenzyl)oxy)imino)ethyl)benzyl)pyrrolidine-3-carboxylic acid C(C)C1=C(CN2CC(CC2)C(=O)O)C=CC(=C1)C(C)=NOCC1=CC(=CC=C1)C